N-methylfuran-3-carboxamide dihydrochloride Cl.Cl.CNC(=O)C1=COC=C1